FC=1C=C2C(=NC1)[C@H](CCO2)C2CC21NCCC(C1)C(=O)N ((R)-7-fluoro-3,4-dihydro-2H-pyrano[3,2-b]pyridin-4-yl)-4-azaspiro[2.5]octane-7-carboxamide